ClC=1C=C(C=CC1F)C(NS(=O)CC(C)C)C1=CC(=C(C=C1)F)C#N N-((3-chloro-4-fluorophenyl)(3-cyano-4-fluorophenyl)methyl)-2-methylpropanesulfinamide